BrC1=CC=C(C=C1)N1CCN(CC1)CC(F)(F)F 1-(4-bromophenyl)-4-(2,2,2-trifluoroethyl)piperazine